n-propyl-4-methyl-6-(1-methyl-benzimidazole-2-yl)benzimidazole C(CC)C=1NC2=C(N1)C=C(C=C2C)C2=NC1=C(N2C)C=CC=C1